N1[CH+]NCC1 imidazolidineylium